rac-(R)-4-(sec-butoxy)pyrimidin-2-amine [C@@H](C)(CC)OC1=NC(=NC=C1)N |r|